N-(5-bromo-1H-pyrrolo[3,2-b]pyridin-3-yl)-5-[2-(methylsulfonyl)phenoxy]-1H-benzo[d]imidazol-2-amine BrC1=CC=C2C(=N1)C(=CN2)NC2=NC1=C(N2)C=CC(=C1)OC1=C(C=CC=C1)S(=O)(=O)C